CC=1OC=CC1S 2-methyl-3-mercapto-furane